2,6-dioxo-piperidin-1-ylmethyl butyrate C(CCC)(=O)OCN1C(CCCC1=O)=O